O[C@H](CNCCNC(=O)N1CCOCC1)COC1=CC=C(C=C1)O |r| (RS)-N-(2-{[2-hydroxy-3-(4-hydroxyphenoxy)propyl]amino}ethyl)morpholine-4-carboxamide